tris[2-(methylsulfonyloxy)ethyl]methane CS(=O)(=O)OCCC(CCOS(=O)(=O)C)CCOS(=O)(=O)C